N7-(6-Amino-pyrimidin-4-yl)-N5-(3,3-dimethyl-tetrahydro-pyran-4-yl)-3,N5-dimethyl-3H-imidazo[4,5-b]pyridine-5,7-diamine NC1=CC(=NC=N1)NC1=C2C(=NC(=C1)N(C)C1C(COCC1)(C)C)N(C=N2)C